BrCC1=NN(C(=C1)C1=CC(=CC=C1)OC1CC1)CC1=C(N(C)C)C=CC=C1 2-([3-(Bromomethyl)-5-(3-cyclopropoxyphenyl)-1H-pyrazol-1-yl]methyl)-N,N-dimethylaniline